CC1=CC=CC(=N1)C1=NN(C=C1C1=NC2=CC=CC=C2C=C1)C(NC1=CC=CC=C1)=S 3-(6-methylpyridin-2-yl)-1-phenylthiocarbamoyl-4-quinolin-ylpyrazole